C(C)(C)(C)OC(NCCCC=1SC(=C(N1)C1=C(C(=CC=C1)NS(=O)(=O)C1=C(C=CC(=C1)F)F)F)C1=NC(=NC=C1)N)=O (3-{5-(2-aminopyrimidin-4-yl)-4-[3-(2,5-difluorobenzenesulfonylamino)-2-fluorophenyl]-thiazol-2-yl}-propyl)-carbamic acid tert-butyl ester